NC=1C(=C(C=CC1)[C@]1(N/C(/N(C(C1)=O)[C@@H]1C[C@@H](OCC1)C)=N\C(OC(C)(C)C)=O)C)Cl |o1:14,16| tert-Butyl (NE)-N-{(4S)-4-(3-amino-2-chlorophenyl)-4-methyl-1-[(2S*,4S*)-2-methyl-tetrahydropyran-4-yl]-6-oxohexahydropyrimidin-2-ylidene}carbamate